3-(benzyloxy)-9-((tetrahydro-2H-pyran-4-yl)oxy)-6H-benzo[c]chromen-6-one C(C1=CC=CC=C1)OC1=CC=C2C3=C(C(OC2=C1)=O)C=CC(=C3)OC3CCOCC3